C1(=CC=CC2=CC3=CC=CC=C3C=C12)S(=O)(=O)O.[Ca] calcium anthracenesulfonic acid